1-(4-(3-cyclopentyl-7-morpholinoisoxazolo[4,5-d]pyrimidin-5-yl)phenyl)-3-methylurea C1(CCCC1)C1=NOC2=C1N=C(N=C2N2CCOCC2)C2=CC=C(C=C2)NC(=O)NC